tert-butyl (2S,4S)-4-amino-2-methoxymethylpyrrolidine-1-carboxylate N[C@H]1C[C@H](N(C1)C(=O)OC(C)(C)C)COC